6-(cyclobutylmethoxy)-4-(6-(piperazin-1-yl)pyridin-3-yl)pyrazolo[1,5-a]pyridine-3-carbonitrile C1(CCC1)COC=1C=C(C=2N(C1)N=CC2C#N)C=2C=NC(=CC2)N2CCNCC2